pyrimidine N-oxide [N+]1(=CN=CC=C1)[O-]